1-[3-(3-bromobenzyl)-4-oxo-2-azabicyclo[3.1.1]heptan-2-yl]-2-methyl-1-oxopropan-2-yl acetate C(C)(=O)OC(C(=O)N1C2CC(C(C1CC1=CC(=CC=C1)Br)=O)C2)(C)C